OC=1C(C(=CN2N3[C@@H](C\C=C/[C@H](N(C(C21)=O)C3)C)C)C(=O)NCC3=C(C=C(C=C3F)F)F)=O (1S,2R,6R,Z)-9-hydroxy-2,6-dimethyl-8,10-dioxo-N-(2,4,6-trifluorobenzyl)-3,6,8,10-tetrahydro-2H-1,7-methanopyrido[1,2-b][1,2,5]triazecine-11-carboxamide